1-(3-chloro-5-ethyl-2-methoxyphenyl)piperazine ClC=1C(=C(C=C(C1)CC)N1CCNCC1)OC